2-(trifluoromethylsulfonyloxy)propane-1-sulfonic acid FC(S(=O)(=O)OC(CS(=O)(=O)O)C)(F)F